4-(2-(2-(2-isopropylphenyl)-4-((7-methoxy-2-methylbenzofuran-5-yl)methyl)piperazin-1-yl)-7-azaspiro[3.5]non-7-yl)benzamide C(C)(C)C1=C(C=CC=C1)C1N(CCN(C1)CC=1C=C(C2=C(C=C(O2)C)C1)OC)C1CC2(C1)CCN(CC2)C2=CC=C(C(=O)N)C=C2